C(C)(C)(C)OC(=O)N1CC2=CC(=C(C=C2C1)C(=O)O)C(=O)O 2-tert-butoxycarbonylisoindoline-5,6-dicarboxylic acid